N-(3-(2-((4-(2-(dimethylamino)ethoxy)-2-methoxyphenyl)amino)-5-isopropyl-6,7-dioxo-6,7-dihydropteridin-8(5H)-yl)phenyl)acrylamide CN(CCOC1=CC(=C(C=C1)NC1=NC=2N(C(C(N(C2C=N1)C(C)C)=O)=O)C=1C=C(C=CC1)NC(C=C)=O)OC)C